N[C@@H]1C2=CC=CC=C2CC12CCN(CC2)C2=CN=C1C(=N2)NN=C1C(=C)C1=C(C=CC=C1)O (S)-2-(1-(6-(1-amino-1,3-dihydro-spiro[inden-2,4'-piperidin]-1'-yl)-1H-pyrazolo[3,4-b]pyrazin-3-yl)vinyl)phenol